ClC=1C=C(C=C(C1)Cl)NC1=NNC2=NC=C(C=C21)C=2C=NN(C2)C2CCNCC2 N-(3,5-dichlorophenyl)-5-(1-(piperidin-4-yl)-1H-pyrazol-4-yl)-1H-pyrazolo[3,4-b]pyridin-3-amine